3,4-dimethyl-phenylacetylene CC=1C=C(C=CC1C)C#C